1-cyclohexyl-3-(7-(6-(3-(diethylamino)propoxy)pyridin-3-yl)quinoxalin-2-yl)urea C1(CCCCC1)NC(=O)NC1=NC2=CC(=CC=C2N=C1)C=1C=NC(=CC1)OCCCN(CC)CC